NC1=CC=C(C(=C1C=1C=CC(=NC1)C(CCOC([2H])([2H])[2H])N1N=CC(=C1)C1=CC=C(C=C1)NC(OC)=O)F)Cl Methyl (4-(1-(1-(5-(6-amino-3-chloro-2-fluorophenyl)pyridin-2-yl)-3-(methoxy-d3)propyl)-1H-pyrazol-4-yl)phenyl)carbamate